3-bromo-1-ethyl-5-(3-methyl-1-(4-methyl-4H-1,2,4-triazol-3-yl)cyclobutyl)pyridin-2(1H)-one BrC=1C(N(C=C(C1)C1(CC(C1)C)C1=NN=CN1C)CC)=O